N[C@H]1C2N(CC1CC2)C(=O)C2=CC1=C(N(C(=N1)C1=CC=3C(=NC(=CC3)C=3C(=C(C#N)C=CC3)F)N1CC1CC1)C)C(=C2)OC 3-(2-{5-[(7R)-7-amino-2-azabicyclo[2.2.1]heptane-2-carbonyl]-7-methoxy-1-methyl-1H-1,3-benzodiazol-2-yl}-1-(cyclopropylmethyl)-1H-pyrrolo[2,3-b]pyridin-6-yl)-2-fluorobenzonitrile